C1(CC1)N=S(=O)(C(F)(F)F)C1=CC2=C(N(C(=N2)C2=C(C=C(C=N2)C2(CC2)C#N)S(=O)(=O)CC)C)C=C1 1-[6-[5-[N-cyclopropyl-S-(trifluoromethyl)sulfonimidoyl]-1-methyl-benzimidazol-2-yl]-5-ethylsulfonyl-3-pyridyl]cyclopropane-carbonitrile